Cl.CC1=C(N=NC(=C1)N[C@H]1CNCCC1)C1=C(C=C(C=C1)C(F)(F)F)O 2-{4-methyl-6-[(3R)-piperidin-3-ylamino]pyridazin-3-yl}-5-(trifluoromethyl)phenol hydrochloride